NC1=C(C=CC(=C1)C1C(COCC1)C)O 2-amino-4-(3-methyltetrahydro-2H-pyran-4-yl)phenol